BrC1=NN2C(S1)=NC(=C2)Cl 2-bromo-6-chloroimidazo[2,1-b][1,3,4]thiadiazole